C1CC12N(CCOC2)C2=CC1=C(C=N2)N(N=N1)C=1C(=C(C(=C(C1)C(F)(F)F)F)O)F 3-(6-(7-Oxa-4-azaspiro[2.5]octan-4-yl)-3H-[1,2,3]triazolo[4,5-c]pyridin-3-yl)-2,6-difluoro-5-(trifluoromethyl)phenol